2-(2-[2-dimethylaminothiazole-5-yl]ethenyl)-6-(2-[fluoro]ethoxy)benzoxazole CN(C=1SC(=CN1)C=CC=1OC2=C(N1)C=CC(=C2)OCCF)C